2-benzyl-5-(thiophen-2-yl)-tetrazole C(C1=CC=CC=C1)N1N=C(N=N1)C=1SC=CC1